Ethyl cis-2-(4-{4-cyclopropyl-1-methyl-6-[(1R)-1-methyl-1,2,3,4-tetrahydroisoquinoline-2-carbonyl]-1H-1,3-benzodiazol-2-yl}-3-fluorophenyl)cyclopropane-1-carboxylate C1(CC1)C1=CC(=CC=2N(C(=NC21)C2=C(C=C(C=C2)[C@@H]2[C@@H](C2)C(=O)OCC)F)C)C(=O)N2[C@@H](C1=CC=CC=C1CC2)C